CC1=C(CNC([C@H](CCC2=CC=CC=C2)NC(CCC(=O)O)=O)=O)C=C(C(=C1)C)OCCC1CNCCC1 4-(((2S)-1-((2,4-dimethyl-5-(2-(piperidin-3-yl)ethoxy)benzyl)amino)-1-oxo-4-phenylbutan-2-yl)amino)-4-oxobutanoic acid